N[C@@H]1CN(C[C@H]1OC)C1=NC=CC(=N1)N1C[C@@H]2N([C@@H](CN(C2)C2=C3C=CC=NC3=C(C=C2)C#N)C)CC1 5-[(4R,9aR)-8-[2-[(3R,4R)-3-amino-4-methoxy-pyrrolidin-1-yl]pyrimidin-4-yl]-4-methyl-3,4,6,7,9,9a-hexahydro-1H-pyrazino[1,2-a]pyrazin-2-yl]quinoline-8-carbonitrile